C(C)OC(=O)C=1C(=NC(=NC1)SC)N[C@@H]1C[C@H](C1)O 4-((trans-3-hydroxycyclobutyl)amino)-2-(methylsulfanyl)pyrimidine-5-carboxylic acid ethyl ester